C(C)(C)(C)OC(=O)N1CCC(=CC1)C1=CC(=C(C(=O)NC2=CC(=C(C=C2)N2CCN(CC2)C(=O)OC(C)(C)C)F)C=C1)C tert-butyl 4-(4-(4-(1-(tert-butoxycarbonyl)-1,2,3,6-tetrahydropyridin-4-yl)-2-methylbenzamido)-2-fluorophenyl)piperazine-1-carboxylate